(R)-(-)-14-methyl-8-hexadecanol CC(CCCCC[C@@H](CCCCCCC)O)CC